NC1=NC=CC=C1C1=NC=2C(=NC(=CC2)C2=CC=CC=C2)N1C1=CC=C(CNC(C2=CC=C(C=C2)N2N=C(C=C2O)C2=CC=CC=C2)=O)C=C1 N-(4-(2-(2-aminopyridin-3-yl)-5-phenyl-3H-imidazo[4,5-b]pyridin-3-yl)benzyl)-4-(5-hydroxy-3-phenyl-1H-pyrazol-1-yl)benzamide